N-[2-[[2-(4-fluorophenyl)-1H-indol-3-yl]sulfanyl]ethyl]acetamide FC1=CC=C(C=C1)C=1NC2=CC=CC=C2C1SCCNC(C)=O